(4aS,8aS,Z)-1-(hydroxymethylene)-5,5,8a-trimethyloctahydronaphthalen-2(1H)-one-13C O\C=[13C]\1/C(CC[C@H]2C(CCC[C@]12C)(C)C)=O